9-(4-(2-(azepan-1-yl)ethoxy)benzyl)-9H-carbazole N1(CCCCCC1)CCOC1=CC=C(CN2C3=CC=CC=C3C=3C=CC=CC23)C=C1